5-(3-(3,3-dimethylbutoxy)-5-fluorophenyl)-4-(4-(trifluoromethyl)phenyl)thiazol-2-amine CC(CCOC=1C=C(C=C(C1)F)C1=C(N=C(S1)N)C1=CC=C(C=C1)C(F)(F)F)(C)C